N-(4-((S)-2,2-difluoro-1-(methylamino)ethyl)phenyl)-7-((S)-1-methoxyethyl)-2-methylthiazolo[5,4-b]pyridin-6-amine FC([C@@H](NC)C1=CC=C(C=C1)NC=1C(=C2C(=NC1)SC(=N2)C)[C@H](C)OC)F